5-(4-(4-methylpiperazin-1-yl)piperidin-1-yl)-pyridin CN1CCN(CC1)C1CCN(CC1)C=1C=CC=NC1